(2s,3s)-3-(4-chlorophenyl)-3-[(1R)-1-(4-chlorophenyl)-7-fluoro-5-[1-hydroxy-1-(oxazolidin-4-yl)propyl]-1-methoxy-3-oxo-2,3-dihydro-1H-isoindol-2-yl]-2-methylpropanoic acid ClC1=CC=C(C=C1)[C@H]([C@@H](C(=O)O)C)N1[C@@](C2=C(C=C(C=C2C1=O)C(CC)(C1NCOC1)O)F)(OC)C1=CC=C(C=C1)Cl